C(C1=CC=CC=C1)OCC(=O)NC=1SC2=C(N1)CCCC2=O 2-(benzyloxy)-N-(7-oxo-4,5,6,7-tetrahydrobenzo[d]thiazol-2-yl)acetamide